2-(trifluoromethyl)oxaAzole FC(C=1OC=CN1)(F)F